COC=1C(=C2C=CNC2=C(C1)C)CN1[C@@H](C[C@@]2(CCCO2)CC1)C1=CC=C(C(=O)O)C=C1 4-[(5R,7S)-8-[(5-methoxy-7-methyl-1H-indol-4-yl)methyl]-1-oxa-8-azaspiro[4.5]Dec-7-yl]benzoic acid